ClCC(CO)N1N=CC(=C1)CN1[C@H](C[C@@]2(CC1)OCCC1=C2SC(=C1CO)C(F)(F)F)C 3-chloro-2-[4-[[(2'S,7R)-3-(hydroxymethyl)-2'-methyl-2-(trifluoromethyl)spiro[4,5-dihydrothieno[2,3-c]pyran-7,4'-piperidine]-1'-yl]methyl]pyrazol-1-yl]propan-1-ol